(2R)-N-[(1R)-1-(2-acetyl-2,7-diazaspiro[3.5]nonane-7-carbonyl)-5-amino-pentyl]-2-[[(2R)-2-amino-3-phenyl-propionyl]amino]-4-methyl-pentanamide C(C)(=O)N1CC2(C1)CCN(CC2)C(=O)[C@@H](CCCCN)NC([C@@H](CC(C)C)NC([C@@H](CC2=CC=CC=C2)N)=O)=O